2-bromo-4-fluoro-3-methoxy-1-methylbenzene BrC1=C(C=CC(=C1OC)F)C